C1(CCC1)N1C=C(C=2C1=NC=C(C2F)C(=O)NC=2C=C1CN(C(C1=CC2)=O)C2C(NC(CC2)=O)=O)C 1-cyclobutyl-N-[2-(2,6-dioxopiperidin-3-yl)-1-oxo-3H-isoindol-5-yl]-4-fluoro-3-methylpyrrolo[2,3-b]pyridine-5-carboxamide